N-ethyl-2-(4-((8-fluoro-3-(phenylsulfonyl)-7-(o-tolyl)pyrrolo[3,2-e]indazol-6(3H)-yl)methyl)phenyl)ethan-1-amine C(C)NCCC1=CC=C(C=C1)CN1C(=C(C=2C=3C=NN(C3C=CC21)S(=O)(=O)C2=CC=CC=C2)F)C2=C(C=CC=C2)C